[(2S)-2-hydroxy-3-{5-methyl-6-(1H-triazol-5-ylmethoxy)-3,4-dihydro-1H-isoquinolin-2-yl}propyl]pyridine-4-carboxamide O[C@@H](CC1=NC=CC(=C1)C(=O)N)CN1CC2=CC=C(C(=C2CC1)C)OCC1=CN=NN1